ON1C(CN(CC1)O)CC N,N'-dihydroxyethyl-piperazine